FC1=C2C(C(N=C(C2=CC=C1)C1=CN=C2N1C(=CC=C2)C)(C)C)(C)C 5-fluoro-3,3,4,4-tetramethyl-1-(5-methylimidazo[1,2-a]pyridin-3-yl)isoquinoline